[20-chloro-8,14-diphenyl-18-(trifluoromethylsulfonyloxy)-2,8,14-triazatetracyclo[13.3.1.13,7.19,13]henicosa-1(18),3,5,7(21),9(20),10,12,15(19),16-nonaen-4-yl] trifluoromethanesulfonate FC(S(=O)(=O)OC1=C2NC3=C(C=CC(N(C4=CC=CC(N(C(C=C1)=C2)C2=CC=CC=C2)=C4Cl)C4=CC=CC=C4)=C3)OS(=O)(=O)C(F)(F)F)(F)F